N1(N=NC=C1)C1=CC=C(C=C1)C1=CC=C(C=C1)C=1N=NNC1C(=O)O 4-(4'-(1H-1,2,3-triazol-1-yl)-[1,1'-biphenyl]-4-yl)-1H-1,2,3-triazol-5-carboxylic acid